bis(4-methoxyphenyl)-2-mercaptoimidazole COC1=CC=C(C=C1)C1=C(N=C(N1)S)C1=CC=C(C=C1)OC